tert-butyl 8-bromo-2,3-dihydro-4H-benzo[b][1,4]oxazine-4-carboxylate BrC1=CC=CC2=C1OCCN2C(=O)OC(C)(C)C